ClC=C(C(C(F)(F)F)(F)F)Cl 1,2-dichloro-3,3,4,4,4-pentafluorobutene